C1(=CC=CC=C1)S(=O)(=O)OC=1C=C(C=CC1)NC(=O)NC1=CC(=CC=C1)OS(=O)(=O)C1=CC=CC=C1 N,N'-di-[3-(benzenesulfonyloxy)phenyl]urea